ClC=1C(N(C=C(C1C)C=1NC2=CC=C(C=C2C1C(C)C)C1CCN(CC1)CC(C)C)C)=O 3-chloro-5-(5-(1-isobutylpiperidin-4-yl)-3-isopropyl-1H-indol-2-yl)-1,4-dimethylpyridin-2(1H)-one